C1(CCCC1)CC(C1=CC=C(C=C1)C)C1=CC(=NC(=C1)C)C 4-(2-cyclopentyl-1-(p-tolyl)ethyl)-2,6-dimethylpyridine